COC1=CC=C(CN=C=O)C=C1 4-methoxybenzyl isocyanate